N-[3-[(6-bromo-1-tetrahydropyran-2-yl-indazol-4-yl)oxymethyl]cyclobutyl]carbamic acid tert-butyl ester C(C)(C)(C)OC(NC1CC(C1)COC1=C2C=NN(C2=CC(=C1)Br)C1OCCCC1)=O